(3,4-dimethyl-phenyl)methane CC=1C=C(C=CC1C)C